COC1CCN(CC1)C1=CC=C(CN2CCC(CC2)C=2C=C3CN(C(C3=CC2)=O)C2C(NC(CC2)=O)=O)C=C1 3-(5-(1-(4-(4-methoxypiperidin-1-yl)benzyl)piperidin-4-yl)-1-oxoisoindolin-2-yl)piperidine-2,6-dione